4-[2-amino-4-ethyl-5-(3-methoxyphenyl)-3-pyridyl]phenol NC1=NC=C(C(=C1C1=CC=C(C=C1)O)CC)C1=CC(=CC=C1)OC